ClCC#CCCl 1,4-dichlorobut-2-yn